FC(C(CC=O)OC)(F)F 4,4,4-trifluoro-3-methoxybutanal